FC(S(=O)(=O)O)(F)F.CC(CC)S(=O)(=O)O 2-butylsulfonate trifluoromethanesulfonate